Cl.FC1(CC(C1)N)F 3,3-difluoro-cyclobutylamine hydrochloride